C1=C(C=CC2=CC=CC=C12)C=1C=C(C=CC1)C1=NC(=CC(=N1)C1=CC=C(C=C1)C=1C2=CC=CC=C2C=2C=CC=CC2C1)C1=CC=C(C=C1)C=1C=NC=CC1 2-{3-(naphthalen-2-yl)phenyl}-4-{4-(phenanthren-9-yl)phenyl}-6-{4-(pyridin-3-yl)phenyl}pyrimidine